butyl-theophylline iodine salt [I].C(CCC)CN1C(=O)N(C)C=2N=CNC2C1=O